OC[C@H]1N(C[C@H](O[C@H]1C)C)C(=O)OC(C)(C)C tert-butyl (2S,3R,6R)-3-(hydroxymethyl)-2,6-dimethylmorpholine-4-carboxylate